N-cyclopropyl-1-(3,4-dichlorophenyl)-1H-pyrrolo[2,3-b]pyridine-2-carboxamide C1(CC1)NC(=O)C1=CC=2C(=NC=CC2)N1C1=CC(=C(C=C1)Cl)Cl